N-(5-((6-(2,4-difluorobenzyl)-8-methyl-7-oxo-7,8-dihydropyrido[2,3-d]pyrimidin-2-yl)amino)-4-methoxy-2-((3aR,6aS)-5-methylhexahydropyrrolo[3,4-c]pyrrol-2(1H)-yl)phenyl)acrylamide FC1=C(CC2=CC3=C(N=C(N=C3)NC=3C(=CC(=C(C3)NC(C=C)=O)N3C[C@@H]4CN(C[C@@H]4C3)C)OC)N(C2=O)C)C=CC(=C1)F